tert-butyl 4-(5-(6-(3-cyanopyrrolo[1,2-b]pyridazin-7-yl)-4-((4,4-difluorocyclohexyl)amino)pyridin-3-yl)-1,3,4-thiadiazol-2-yl)piperazine-1-carboxylate C(#N)C1=CC=2N(N=C1)C(=CC2)C2=CC(=C(C=N2)C2=NN=C(S2)N2CCN(CC2)C(=O)OC(C)(C)C)NC2CCC(CC2)(F)F